4-tertiary butyl-phenyl-boric acid C(C)(C)(C)C1=CC=C(C=C1)OB(O)O